methyl 6-(4-bromo-2,6-difluorobenzyl)-5-oxo-5,6-dihydro-1,6-naphthyridine-8-carboxylate BrC1=CC(=C(CN2C(C=3C=CC=NC3C(=C2)C(=O)OC)=O)C(=C1)F)F